(S)-5-(4-Cyano-1H-indole-2-carbonyl)-N-((S)-1-oxo-3-((S)-2-oxopyrrolidin-3-yl)propan-2-yl)-5-azaspiro[2.4]heptane-6-carboxamide C(#N)C1=C2C=C(NC2=CC=C1)C(=O)N1CC2(CC2)C[C@H]1C(=O)N[C@H](C=O)C[C@H]1C(NCC1)=O